Cl.N1C(CCC1)CC(=O)O 2-(pyrrolidin-2-yl)acetic acid hydrochloride